(R)-5-amino-N-((R)-1-(2-fluoro-4-(trifluoromethyl)phenyl)ethyl)-N,6-dimethyl-6,8-dihydro-1H-furo[3,4-d]pyrrolo[3,2-b]pyridine-2-carboxamide NC1=C2C(=C3C(=N1)C=C(N3)C(=O)N(C)[C@H](C)C3=C(C=C(C=C3)C(F)(F)F)F)CO[C@@H]2C